F[B-](F)(F)F.C1(=C(C(=CC(=C1)C)C)C=1C2=CC=CC=C2[N+](=C2C=CC=CC12)C)C 9-mesityl-10-methylacridin-10-ium, tetrafluoroborate salt